2-(3-(5-(5,6,7,8-tetrahydro-1,8-naphthyridin-2-yl)pentyloxy)azetidin-1-yl)-2-(1,3,4-trimethyl-1H-indazol-7-yl)acetic acid N1=C(C=CC=2CCCNC12)CCCCCOC1CN(C1)C(C(=O)O)C=1C=CC(=C2C(=NN(C12)C)C)C